2-(4-(D-prolyl)piperazin-1-yl)-4-(((R)-1-(2,4-dichlorophenyl)ethyl)amino)-5-hydroxypyrimidine N1[C@H](CCC1)C(=O)N1CCN(CC1)C1=NC=C(C(=N1)N[C@H](C)C1=C(C=C(C=C1)Cl)Cl)O